5-Methoxy-2,2-dimethyl-N-(1-(2-(pyridin-3-yl)ethyl)-1H-indazol-3-yl)-2H-chromene-6-carboxamide COC1=C2C=CC(OC2=CC=C1C(=O)NC1=NN(C2=CC=CC=C12)CCC=1C=NC=CC1)(C)C